N1N=NC=2C1=NC(=CN2)C=2C=C(C(=O)[O-])C=CC2.[Li+] lithium 3-(1H-[1,2,3]triazolo[4,5-b]pyrazin-6-yl)benzoate